[3-methyl-4-[4-(6-prop-2-enoyloxyhexoxy)benzoyl]oxyphenyl] 4-(6-prop-2-enoyloxyhexoxy)benzoate C(C=C)(=O)OCCCCCCOC1=CC=C(C(=O)OC2=CC(=C(C=C2)OC(C2=CC=C(C=C2)OCCCCCCOC(C=C)=O)=O)C)C=C1